O1CCN(CC1)C(=O)C1=CC=2C(=NC=C(C2)[N+](=O)[O-])N1S(=O)(=O)C1=CC=CC=C1 morpholino(5-nitro-1-(phenylsulfonyl)-1H-pyrrolo[2,3-b]pyridin-2-yl)methanone